4,4,5,5-tetramethyl-2-((1R,2R)-2-methylcyclopropyl)-1,3,2-dioxaborolane CC1(OB(OC1(C)C)[C@H]1[C@@H](C1)C)C